N-(2-(((1r,3r,5r,7r)-adamantan-2-yl)carbamoyl)-4-chloro-6-methylphenyl)-1-(3-chloropyridin-2-yl)-3-((1,1-dioxidothietan-3-yl)oxy)-1H-pyrazole-5-carboxamide C12C(C3CC(CC(C1)C3)C2)NC(=O)C2=C(C(=CC(=C2)Cl)C)NC(=O)C2=CC(=NN2C2=NC=CC=C2Cl)OC2CS(C2)(=O)=O